C(CCC(=O)[O-])(=O)OC1C(N(C(CC1O)(C)C)CCO)(C)C N-hydroxyethyl-2,2,6,6-tetramethyl-4-hydroxy-piperidinyl succinate